(S)-2-((4-(6-((4-chloro-2-fluorobenzyl)oxy)pyridin-2-yl)-5,6-dihydro-1,2,4-triazine-1(4H)-yl)Methyl)-1-(oxetan-2-ylmethyl)-1H-benzo[d]imidazole-6-carboxylic acid ClC1=CC(=C(COC2=CC=CC(=N2)N2C=NN(CC2)CC2=NC3=C(N2C[C@H]2OCC2)C=C(C=C3)C(=O)O)C=C1)F